CN1N=CC(=C1C)C1=C2C=NC(C2=C(C=C1)C1=NC2=C(N1)C=CC(=C2)N2CCN(CC2)C)=O 4-(1,5-dimethyl-1H-pyrazol-4-yl)-7-(5-(4-methylpiperazin-1-yl)-1H-benzo[d]imidazol-2-yl)isoindol-1-one